1-(m-methylphenylethynyl)-2-(vinyloxy)benzene CC=1C=C(C=CC1)C#CC1=C(C=CC=C1)OC=C